3-(1-oxo-5-{4-[(piperidin-4-yl)methyl]piperazin-1-yl}-2,3-dihydro-1H-isoindol-2-yl)piperidine-2,6-dione O=C1N(CC2=CC(=CC=C12)N1CCN(CC1)CC1CCNCC1)C1C(NC(CC1)=O)=O